5-(3-(2,2-difluoroethyl)-2-methyl-3H-imidazo[4,5-b]pyridin-5-yl)-N-(2-isopropoxyethyl)pyrrolo[2,1-f][1,2,4]triazin-2-amine FC(CN1C(=NC=2C1=NC(=CC2)C=2C=CN1N=C(N=CC12)NCCOC(C)C)C)F